tert-butyl 1-phenyl-1,7-diazaspiro[3.5]nonane-7-carboxylate C1(=CC=CC=C1)N1CCC12CCN(CC2)C(=O)OC(C)(C)C